[C-]#N.C(CCC)[N+]1=CC(=CC=C1)CCCC 1,3-dibutylpyridinium cyanide